NC([C@H](C[C@H]1C(NCCC1)=O)NC([C@H](CC1CC1)N1C(=CC2=CC=C(C=C12)Cl)C(=O)N)=O)=O [(1S)-2-[[(1S)-2-amino-2-oxo-1-[[(3S)-2-oxo-3-piperidyl]methyl]ethyl]amino]-1-(cyclopropylmethyl)-2-oxo-ethyl]-6-chloro-1H-indole-2-carboxamide